2,4-ditert-butylphenylphosphit C(C)(C)(C)C1=C(C=CC(=C1)C(C)(C)C)OP([O-])[O-]